C(C)(SC1CCC(CC1)NC(=O)OC(C)(C)C)=O S-((1r,4r)-4-((tert-Butoxycarbonyl)amino)cyclohexyl) ethanethioate